4-[(3E)-3-methylhexa-3,5-dienyl]tetrahydrofuran-2-ol C/C(/CCC1CC(OC1)O)=C\C=C